C(C)OCOC1=C(C(=CC(=C1)C(F)(F)F)C)C=1C=NC=2C(N1)=NN(C2)CC2CN(C(O2)=O)CC 5-((6-(2-(ethoxymethoxy)-6-methyl-4-(trifluoromethyl)phenyl)-2H-pyrazolo[3,4-b]pyrazin-2-yl)methyl)-3-ethyloxazolidin-2-one